ClCC1=NOC=N1 (chloromethyl)-1,2,4-oxadiazol